bis(4-amino-3-ethyl-5-methylcyclohexyl)methane tert-butyl-4-[4-(4,4,5,5-tetramethyl-1,3,2-dioxaborolan-2-yl)benzoyl]piperazine-1-carboxylate C(C)(C)(C)OC(=O)N1CCN(CC1)C(C1=CC=C(C=C1)B1OC(C(O1)(C)C)(C)C)=O.NC1C(CC(CC1C)CC1CC(C(C(C1)C)N)CC)CC